FC1=C(C=CC=C1\N=N\N1CCCC1)[C@H](C1N(C2(CC1C2)C)C(=O)O)O.FC2=C(C(=C(C(=C2F)F)F)F)OC(=C(C(C(C(C(C(C(C(F)(F)F)(F)F)(F)F)(F)F)(F)F)(F)F)(F)F)F)F perfluorononenoxybenzene 3-((R)-(2-fluoro-3-((E)-pyrrolidin-1-yldiazenyl)phenyl)(hydroxy)methyl)-1-methyl-2-azabicyclo[2.1.1]hexane-2-carboxylate